(3S,4S)-8-(8-((2-amino-5-(trifluoromethyl)pyridin-4-yl)thio)imidazo[1,2-c]pyrimidin-5-yl)-3-methyl-2-oxa-8-azaspiro[4.5]decan-4-amine NC1=NC=C(C(=C1)SC=1C=2N(C(=NC1)N1CCC3([C@@H]([C@@H](OC3)C)N)CC1)C=CN2)C(F)(F)F